tert-butyl 3-(3-ethoxy-3-oxopropyl)-4-methylenepiperidine-1-carboxylate C(C)OC(CCC1CN(CCC1=C)C(=O)OC(C)(C)C)=O